ClC1=CC=C(C(=N1)C(=O)O)NC(C)C=1C=C(C=C2C(C=C(OC12)C=1C=NN(C1)C1=CC=C(C=C1)C#N)=O)C(F)(F)F 6-Chloro-3-[1-[2-[1-(4-cyanophenyl)pyrazol-4-yl]-4-oxo-6-(trifluoromethyl)chromen-8-yl]ethylamino]pyridine-2-carboxylic acid